2-methyl-4-(trifluoro-methoxy)-aniline CC1=C(N)C=CC(=C1)OC(F)(F)F